(5R,7R)-2-acetyl-N-(5-chloro-4-(5,5-dimethyl-5,6-dihydro-4H-pyrrolo[1,2-b]pyrazol-3-yl)pyridin-2-yl)-2-azaspiro[4.4]nonane-7-carboxamide C(C)(=O)N1C[C@@]2(CC1)C[C@@H](CC2)C(=O)NC2=NC=C(C(=C2)C2=C1N(N=C2)CC(C1)(C)C)Cl